NC=1C(=NN(C1)C1CCN(CC1)C(=O)OC(C)(C)C)C tert-Butyl 4-(4-amino-3-methyl-1H-pyrazol-1-yl)piperidine-1-carboxylate